[N+](=O)([O-])C1=C(NC=C1)NCCCN(CCCCCCCC(=O)OC(CCCCCCCC)CCCCCCCC)CCCCCCCC(OC(CC)CCCCCCCC)=O heptadecan-9-yl 8-((3-((3-nitro-1H-pyrrol-2-yl)amino)propyl)(8-oxo-8-(undecan-3-yloxy)octyl)amino)octanoate